methyl 6-((3-(4-fluoro phenyl)-5-methylisoxazol-4-yl)methoxy)-5-methoxynicotinate FC1=CC=C(C=C1)C1=NOC(=C1COC1=NC=C(C(=O)OC)C=C1OC)C